1-(3'-fluoro-4'-isopropoxy-[1,1'-biphenyl]-4-yl)ethan-1-one FC=1C=C(C=CC1OC(C)C)C1=CC=C(C=C1)C(C)=O